2,2-difluoro-2-(3-fluorophenyl)-1-phenylethyl ((S)-3-cyclohexyl-1-oxo-1-(((S)-1-oxo-3-((S)-2-oxopyrrolidin-3-yl)propan-2-yl)amino)propan-2-yl)carbamate C1(CCCCC1)C[C@@H](C(N[C@H](C=O)C[C@H]1C(NCC1)=O)=O)NC(OC(C(C1=CC(=CC=C1)F)(F)F)C1=CC=CC=C1)=O